2-(2-((4-fluorobenzyl)thio)-4H-imidazo[4,5-b]pyridin-4-yl)-N-(pyridin-2-yl)butanamide FC1=CC=C(CSC2=NC=3C(N(C=CC3)C(C(=O)NC3=NC=CC=C3)CC)=N2)C=C1